N-[(1R)-1-[3-(1,1-difluoro-2-hydroxy-ethyl)-2-fluoro-phenyl]ethyl]-6-oxo-1-(3-pyridyl)pyridazine-3-carboxamide FC(CO)(F)C=1C(=C(C=CC1)[C@@H](C)NC(=O)C1=NN(C(C=C1)=O)C=1C=NC=CC1)F